N-((R)-cyano(cyclopropyl)methyl)-4-(2,3-dihydro-2-oxo-1H-imidazo[4,5-b]pyridin-7-yl)-1H-pyrazole-1-carboxamide C(#N)[C@H](NC(=O)N1N=CC(=C1)C1=C2C(=NC=C1)NC(N2)=O)C2CC2